C1(CC1)S(=O)(=O)C=1C=C(OC[C@H](CN[C@H]2COC3(C2)CCN(CC3)S(=O)(=O)C3=CN(C2=C(C=CC=C2C3=O)F)CC)O)C=CC1 3-((R)-3-((s)-3-(3-(Cyclopropylsulfonyl)phenoxy)-2-hydroxy-propylamino)-1-oxa-8-azaspiro[4.5]decan-8-ylsulfonyl)-1-ethyl-8-fluorochinolin-4(1H)-on